[Al].[Zn].[F] fluorine zinc aluminium